FC1=C(OCC(/C=C/[C@H]2[C@@H](C[C@@H]3OC[C@H](CC[C@@H]32)CCCC(=O)O)O)(F)F)C=C(C=C1)F 4-{(3S,5aR,6R,7R,8aS)-6-[(1E)-4-(2,5-difluorophenoxy)-3,3-difluoro-1-buten-1-yl]-7-hydroxyoctahydro-2H-cyclopenta[b]oxepin-3-yl}butanoic acid